C(#C)C=1C=CC=C2C=CC=C(C12)C1=C(C=2N=C(N=C(C2C=N1)O)OC[C@]12CCCN2C[C@@H](C1)F)F 7-(8-ethynylnaphthalen-1-yl)-8-fluoro-2-(((2R,7aS)-2-fluorotetrahydro-1H-pyrrolizin-7a(5H)-yl)methoxy)pyrido[4,3-d]pyrimidin-4-ol